2-(2,6-dioxopiperidin-3-yl)-5-fluoro-6-(5-(piperidin-4-ylmethyl)-2,5-diazabicyclo[2.2.2]octane-2-yl)isoindoline-1,3-dione O=C1NC(CCC1N1C(C2=CC(=C(C=C2C1=O)F)N1C2CN(C(C1)CC2)CC2CCNCC2)=O)=O